Trans-5-(1H-benzotriazole-5-carbonyl)-3a-fluoro-hexahydro-pyrrolo[3,4-c]pyrrole-2-carboxylic acid 4-trifluoromethoxy-benzyl ester FC(OC1=CC=C(COC(=O)N2C[C@H]3CN(C[C@@]3(C2)F)C(=O)C2=CC3=C(NN=N3)C=C2)C=C1)(F)F